(3S,4R)-4-(8-(2-(pyridin-4-yl)pyrido[3,4-d]pyrimidin-4-yl)-2,8-diazaspiro[4.5]decan-2-yl)tetrahydrofuran-3-ol N1=CC=C(C=C1)C=1N=C(C2=C(N1)C=NC=C2)N2CCC1(CCN(C1)[C@H]1[C@@H](COC1)O)CC2